(2R,3S,4R,5R)-4-[[3-(3-methoxy-2-methyl-4-pyridinyl)-4,5-dimethyl-5-(trifluoromethyl)tetrahydrofuran-2-carbonyl]amino]pyridine-2-carboxamide COC=1C(=NC=CC1[C@H]1[C@@H](O[C@]([C@@H]1C)(C(F)(F)F)C)C(=O)NC1=CC(=NC=C1)C(=O)N)C